NC=1N=C(N(C(C1SC=1C(=NC=CC1)C(F)(F)F)=O)C)N1CCC2(CC1)OC1=C([C@H]2N[S@](=O)C(C)(C)C)C=CC=C1 (R)-N-((R)-1'-(4-amino-1-methyl-6-oxo-5-((2-(trifluoromethyl)pyridin-3-yl)thio)-1,6-dihydropyrimidin-2-yl)-3H-spiro[benzofuran-2,4'-piperidin]-3-yl)-2-methylpropane-2-sulfinamide